(5s,7r,8r,9s,10r)-7-(hydroxymethyl)-10-(pyridin-4-ylmethoxy)-9-(4-(3,4,5-trifluorophenyl)-1H-1,2,3-triazol-1-yl)-1,6-dioxaspiro[4.5]decan-8-ol OC[C@H]1O[C@@]2(CCCO2)[C@@H]([C@H]([C@H]1O)N1N=NC(=C1)C1=CC(=C(C(=C1)F)F)F)OCC1=CC=NC=C1